N=1C(C=CC(C1)=O)=O pyridine-2,5-dione